C1([C@@H](O)[C@H](O)[C@H](O)[C@@H](O1)CO)C1(O)[C@H](O)[C@@H](O)[C@H](O[C@H]2[C@H](O)[C@@H](O)[C@@H](O)[C@H](O2)CO)[C@H](O1)CO L-galactosyl-lactose